C(CCC)[Sn](C=1N=CSC1)(CCCC)CCCC Tributyl-(thiazol-4-yl)stannane